C\C=C/CCC (Z)-Hex-2-ene